tert-butyl N-[[4-[[[5-amino-2-[5-(dimethylamino)pentyl]-6H-thieno[3,2-b]azepine-7-carbonyl]-propyl-amino]methyl]phenyl]methyl]-N-methyl-carbamate NC=1CC(=CC2=C(N1)C=C(S2)CCCCCN(C)C)C(=O)N(CCC)CC2=CC=C(C=C2)CN(C(OC(C)(C)C)=O)C